7,4'-dihydroxy-3'-methoxyflavonol OC1=CC=C2C(C(=C(OC2=C1)C1=CC(=C(C=C1)O)OC)O)=O